C(C)N1C(=NC2=C1C=C(C=C2)C(=O)NC[C@H](C)O)C(C2=CC=CC=C2)(C2=CC=CC=C2)O (S)-1-ethyl-2-(hydroxydiphenylmethyl)-N-(2-hydroxypropyl)-1H-benzo[d]imidazole-6-carboxamide